ClC=1C(=NC(=NC1)NC1CCOCC1)C1=CC=C2CCNC(C2=C1)=O 7-{5-chloro-2-[(oxacyclohex-4-yl)amino]pyrimidin-4-yl}-1,2,3,4-tetrahydroisoquinolin-1-one